C(CCCCCCCCC)P(OCCCCCCCCCC)([O-])=O n-decyl (n-decyl)phosphonate